FC1=CC=C(C=C1)C#CCN1C=CC2=CC=CC=C12 1-(3-(4-fluorophenyl)prop-2-yne-1-yl)-1H-indole